(2R,4R)-N-(3-(1-amino-3-cyclopropyl-1-(pyridin-4-yl)propyl)phenyl)-4-methoxypyrrolidine-2-carboxamide NC(CCC1CC1)(C1=CC=NC=C1)C=1C=C(C=CC1)NC(=O)[C@@H]1NC[C@@H](C1)OC